O=C(CC[C@@H]1COCCN1C=1C=C(C(NN1)=O)C(F)(F)F)N1CCN(CC1)C1=NC=C(C=N1)C(F)(F)F (R)-6-(3-(3-oxo-3-(4-(5-(trifluoromethyl)pyrimidin-2-yl)piperazin-1-yl)propyl)morpholino)-4-(trifluoromethyl)pyridazin-3(2H)-one